C1(CC1)[C@H](C1=CC(=CC=C1)C(F)(F)F)C1N(C(C2=CC=C(C=C12)C(=O)N)=O)C1C(NC(CC1)=O)=O ((R)-cyclopropyl(3-(trifluoromethyl)phenyl)methyl)-2-(2,6-dioxopiperidin-3-yl)-1-oxoisoindoline-5-carboxamide